1-bromo-3-chloro-2-methyl-5-nitrobenzene BrC1=C(C(=CC(=C1)[N+](=O)[O-])Cl)C